N-(5-[(benzyloxy)methyl]-1H-pyrazol-3-yl)-2,6-dichloropyrimidine C(C1=CC=CC=C1)OCC1=CC(=NN1)N1C(N=CC=C1Cl)Cl